5-nitro-2,3-dihydrobenzofuran [N+](=O)([O-])C=1C=CC2=C(CCO2)C1